COC=1C=C2C=NNC2=CC1N 5-methoxy-1H-indazol-6-amine